ClC1=NC(=NC=2N3CCN(C[C@@H]3COC(C12)=O)C(=O)OC(C)(C)C)OCC1(CC1)CN1CCOCC1 tert-butyl (11R)-6-chloro-4-[[1-(morpholinomethyl)cyclopropyl]methoxy]-8-oxo-9-oxa-1,3,5,13-tetrazatricyclo[9.4.0.02,7]pentadeca-2(7),3,5-triene-13-carboxylate